4-[1-(7-chloro-1,6-naphthyridin-2-yl)ethyl]Piperidine-1-carboxylic acid tert-butyl ester C(C)(C)(C)OC(=O)N1CCC(CC1)C(C)C1=NC2=CC(=NC=C2C=C1)Cl